2-((5S)-5-methyl-2-(3-oxo-3,4-dihydrospiro[benzo[b][1,4]oxazin-2,1'-cyclopropan]-6-yl)piperidin-1-yl)-2-oxoacetic acid methyl ester COC(C(=O)N1C(CC[C@@H](C1)C)C1=CC2=C(OC3(CC3)C(N2)=O)C=C1)=O